C(CCC)N1N=C(C(=C1C(C)(C)C)O)CCCC 1,3-Di-n-butyl-5-tert-butyl-4-hydroxy-pyrazol